1-(4-(4-amino-7-cyclopropyl-7H-pyrrolo[2,3-d]pyrimidin-5-yl)-2,5-difluorophenyl)-3-(3-(1-(trifluoromethyl)cyclopropyl)isoxazol-5-yl)urea NC=1C2=C(N=CN1)N(C=C2C2=CC(=C(C=C2F)NC(=O)NC2=CC(=NO2)C2(CC2)C(F)(F)F)F)C2CC2